C1(CCC1)C[C@H](NC(CC1CC(C1)(F)F)=O)C1=CC=2N(N=C1)C=C(N2)[C@@H](NC(=O)C2=CC=NN2C(C)C)C2CCC(CC2)(F)F |o1:5| N-((S)-(7-((S*)-2-Cyclobutyl-1-(2-(3,3-difluorocyclobutyl)acetamido)ethyl)imidazo[1,2-b]pyridazin-2-yl)(4,4-difluorocyclohexyl)methyl)-1-isopropyl-1H-pyrazole-5-carboxamide